N1=CN=CC2=C1C=C(N=C2)S(=O)(=O)N Pyrido[4,3-d]Pyrimidine-7-sulfonamide